N[C@H](C(F)(F)F)C1=CC(=NC=C1)C(=O)NC1=CC(=C(C=C1)C)C=1C=NC2=CC(=NC=C2C1)NC (S)-4-(1-amino-2,2,2-trifluoroethyl)-N-(4-methyl-3-(7-(methylamino)-1,6-naphthyridin-3-yl)phenyl)picolinamide